ClC=1C=C(C=C(C1)Cl)C1OC(=C(C1=O)O)N 2-(3,5-dichlorophenyl)-5-amino-4-hydroxy-3(2H)-furanone